C(C)(=O)OC[C@H]([C@H]([C@@H]([C@H](C(=O)Cl)OC(C)=O)OC(C)=O)OC(C)=O)OC(C)=O (2R,3R,4S,5R)-6-chloro-6-oxohexane-1,2,3,4,5-penta-yl pentaacetate